C(C)(C)C=1C=C(C=CC1)C1=CC=C(C=C1)C(CC(=O)O)C#CC 3-(3'-isopropyl-[1,1'-biphenyl]-4-yl)hex-4-ynoic acid